C1(=CC=CC2=CC=CC=C12)N(C1(CC=C(C=C1)C1=CC=CC=C1)N(C1=CC=CC=C1)C1=CC=CC2=CC=CC=C12)C1=CC=CC=C1 N,N'-Di(1-naphthyl)-N,N'-diphenyl-(1,1-biphenyl)-4,4-diamine